BrCCC(=O)N1CCN(C2=CC=CC=C12)C1CCCCC1 3-bromo-1-(4-cyclohexyl-3,4-dihydroquinoxalin-1(2H)-yl)propan-1-one